C(C1=CC=CC=C1)OC1=C2C=CNC2=CC(=C1)F 4-(benzyloxy)-6-fluoro-1H-indole